(S)-1-(benzyloxy)-4-(2-methoxypropoxy)benzene C(C1=CC=CC=C1)OC1=CC=C(C=C1)OC[C@H](C)OC